3-(3-(3,4-Dihydroxyphenyl)propylthio)propane-1,2-diyl-bis(norbornene-2-carboxylate) OC=1C=C(C=CC1O)CCCSCC(CC12C(=CC(CC1)C2)C(=O)[O-])C21C(=CC(CC2)C1)C(=O)[O-]